Cl.Cl.Cl.COC=1C=2N(C=C(C1)NC(=O)C1=CC=C3C(=NN(C3=C1)C)C)C=C(N2)[C@@H]2NCCC2 |r| rac-N-(8-methoxy-2-pyrrolidin-2-yl-imidazo[1,2-a]pyridin-6-yl)-1,3-dimethyl-indazole-6-carboxamide trihydrochloride